4-(dimethylamino)-1-piperidinyl-oxa-7,10,13,16-tetraazaoctadecane-18-oate CN(C(CCON1CCCCC1)CCNCCNCCNCCNCC(=O)[O-])C